C(C(C)C)(=O)N1CCC(CC1)C1=CC(=C(C(N1)=O)C#N)SC 6-(1-isobutyrylpiperidin-4-yl)-4-(methylthio)-2-oxo-1,2-dihydropyridine-3-carbonitrile